(2S,3R,4S,5R)-N-(3-carbamoyl-4-fluoro-phenyl)-3-[2-(difluoromethoxy)-4-fluoro-phenyl]-4,5-dimethyl-5-(trifluoromethyl)tetrahydrofuran-2-carboxamide C(N)(=O)C=1C=C(C=CC1F)NC(=O)[C@H]1O[C@]([C@H]([C@@H]1C1=C(C=C(C=C1)F)OC(F)F)C)(C(F)(F)F)C